FC=1C=C(C=CC1F)[C@H]1[C@@H](CN(C1)CCOC)NC(NC1=C(C(=NN1C1=CC=CC=C1)C(=O)O)C)=O 5-(3-((3S,4R)-4-(3,4-difluorophenyl)-1-(2-methoxyethyl)pyrrolidin-3-yl)ureido)-4-methyl-1-phenyl-1H-pyrazole-3-carboxylic acid